N-((R)-cyclopropyl(2-fluoro-4-(trifluoromethyl)phenyl)methyl)-1-(2-methyl-5-(methylsulfonyl)benzoyl)-D-prolinamide C1(CC1)[C@@H](NC([C@@H]1N(CCC1)C(C1=C(C=CC(=C1)S(=O)(=O)C)C)=O)=O)C1=C(C=C(C=C1)C(F)(F)F)F